Cl.Cl.N1=C(C=CC=C1)N1C=NC2=C1C=CC(=C2)C(=N)N (pyridin-2-yl)-1H-benzo[d]imidazole-5-carboxamidine dihydrochloride